2-methoxyphenoxy-3,4-dihydrofuran COC1=C(OC2OCCC2)C=CC=C1